C1CC1(C(=O)[O-])N The molecule is an alpha-amino-acid anion resulting from the deprotonation of the carboxy group of 1-aminocyclopropanecarboxylic acid. It derives from a cyclopropanecarboxylate. It is a conjugate base of a 1-aminocyclopropanecarboxylic acid and a 1-aminocyclopropanecarboxylic acid zwitterion.